N-[1-[(4,5-dichloro-2-hydroxyphenyl)methyl]-4-(hydroxymethyl)piperidin-4-yl]acetamide ClC1=CC(=C(C=C1Cl)CN1CCC(CC1)(CO)NC(C)=O)O